FC1(CCN(CC1)C=1C=2N(N=C(C1)C=1C(NC(NC1)=O)=O)C=CN2)F 5-[8-(4,4-difluoro-1-piperidyl)imidazo[1,2-b]pyridazin-6-yl]-1H-pyrimidine-2,4-dione